7-oxabicyclo[4.1.0]heptane-3,4-dicarboxylic acid C12CC(C(CC2O1)C(=O)O)C(=O)O